(Pyridin-2-ylmethyl)-2-(4-(4-(trifluoromethyl)phenyl)piperazin-1-yl)ethan-1-amine N1=C(C=CC=C1)CC(CN1CCN(CC1)C1=CC=C(C=C1)C(F)(F)F)N